2-[1-[2-(4,4-dimethyl-1-piperidyl)-6-fluoro-4-oxo-chromen-8-yl]ethylamino]benzoic acid CC1(CCN(CC1)C=1OC2=C(C=C(C=C2C(C1)=O)F)C(C)NC1=C(C(=O)O)C=CC=C1)C